C(C)OC(=O)C1=C(CCC1)N[C@@H](C)C1=CC=CC=C1.ClC=1N=NN(C1COC1=CC=C(N=N1)N1CC(NCC1)=O)C1=CC=C(C=C1)Cl 4-(6-((4-Chloro-1-(4-chlorophenyl)-1H-1,2,3-triazol-5-yl)methoxy)pyridazin-3-yl)piperazin-2-one ethyl-(S)-2-((1-phenylethyl)amino)cyclopent-1-ene-1-carboxylate